Cl.C(C(C)C)(=O)N isobutyramide hydrochloride